(4-aminophenyl)-7-(2,2-difluoroethyl)-7H-pyrrolo[2,3-d]pyrimidin-4-ylamine NC1=CC=C(C=C1)NC=1C2=C(N=CN1)N(C=C2)CC(F)F